2-amino-1-methyl-5-(p-tolyl)-1H-pyrrole NC=1N(C(=CC1)C1=CC=C(C=C1)C)C